(S)-2-((4-((2-hydroxy-1-phenylethyl)amino)-5-(5-methyl-1,3,4-oxadiazol-2-yl)pyridin-2-yl)amino)-7,7-dimethyl-6-propyl-6,7-dihydro-5H-pyrrolo[3,4-d]pyrimidin-5-one OC[C@H](C1=CC=CC=C1)NC1=CC(=NC=C1C=1OC(=NN1)C)NC=1N=CC2=C(N1)C(N(C2=O)CCC)(C)C